(E)-3-[3-[[4-(Difluoromethyl)-6-methylpyrimidin-2-yl]sulfanylmethyl]-4-methoxyphenyl]-1-(2,4-dihydroxyphenyl)prop-2-en-1-one FC(C1=NC(=NC(=C1)C)SCC=1C=C(C=CC1OC)/C=C/C(=O)C1=C(C=C(C=C1)O)O)F